C(C)(=O)O[C@@H]1[C@H](O[C@H]([C@@H]1OC(C)=O)N1C=2N=C(NC(C2N=C1)=O)NC(C(C)C)=O)CC(=O)N(C)C [(2R,3R,4R,5R)-4-acetoxy-2-[2-(dimethylamino)-2-oxo-ethyl]-5-[2-(2-methylpropanoylamino)-6-oxo-1H-purin-9-yl]tetrahydrofuran-3-yl] acetate